C(C1=CC=CC=C1)OC(=O)N[C@@H](C)C(=O)N[C@H](C)C(=O)O N-[(Benzyloxy)carbonyl]-L-alanyl-D-alanin